6-[1-(2-fluoro-6-methyl-phenyl)-piperidin-4-yl]-2-isopropyl-4-(2-trifluoromethyl-benzyl)-2,4,6,7-tetrahydro-pyrazolo[4,3-d]pyrimidin-5-one FC1=C(C(=CC=C1)C)N1CCC(CC1)N1C(N(C=2C(C1)=NN(C2)C(C)C)CC2=C(C=CC=C2)C(F)(F)F)=O